O=C(CCOCCC)N1CC=2N(CC1)C1=C(N2)C=C(C=N1)N1CCNCC1 1-(3-oxo-3-(3-(piperazin-1-yl)-8,9-dihydropyrido[3',2':4,5]imidazo[1,2-a]pyrazin-7(6H)-yl)propoxy)propan